FC1(CCN(CC1)CC1=C(C=C(C(=O)NC2=CC(=CC=C2)N2C(NC(CC2)=O)=O)C=C1)F)F 4-((4,4-difluoropiperidin-1-yl)methyl)-N-(3-(2,4-dioxotetrahydropyrimidin-1(2H)-yl)phenyl)-3-fluorobenzamide